(1R,3S)-N-(7-chloro-6-(4-((3R,4R)-4-hydroxy-3-methyltetrahydrofuran-3-yl)piperazin-1-yl)isoquinolin-3-yl)-5,5-dimethyl-6-oxaspiro[2.5]octane-1-carboxamide ClC1=C(C=C2C=C(N=CC2=C1)NC(=O)[C@@H]1C[C@]12CC(OCC2)(C)C)N2CCN(CC2)[C@@]2(COC[C@@H]2O)C